OC(C1(CCN(CC1)C(=O)OC(C)(C)C)COS(=O)(=O)C)C=1N(C=CC1)S(=O)(=O)C1=CC=C(C)C=C1 tert-butyl 4-(hydroxy(1-tosyl-1H-pyrrol-2-yl)methyl)-4-(((methylsulfonyl)oxy)methyl)piperidine-1-carboxylate